N-[5-[(2-amino-3-fluoro-4-pyridyl)methyl]-4-methyl-3-pyridyl]-2-azaspiro[3.3]heptan-6-amine NC1=NC=CC(=C1F)CC=1C(=C(C=NC1)NC1CC2(CNC2)C1)C